[Na+].P([O-])([O-])([O-])=O.[Na+].[Na+] phosphoric acid-sodium salt